NC(C[C@@H](C(=O)NCCCCCCC)NC(OCCC1=CC=CC=C1)=O)=O Phenethyl (S)-(4-amino-1-(heptylamino)-1,4-dioxobutan-2-yl)carbamate